C(C)(C)(C)O[C@H]1[C@@H](C[C@H]2N(CCC3=CC(=C(C=C23)OC)OCCC(C)C)C1)O (2R,3R,11bR)-3-(tert-butoxy)-9-(isopentyloxy)-10-methoxy-1,3,4,6,7,11b-hexahydro-2H-pyrido[2,1-a]isoquinolin-2-ol